BrC=1C=CC=2N(C1)N=C(N2)C(F)(F)F 6-bromo-2-(trifluoromethyl)-[1,2,4]triazolo[1,5-a]pyridine